ClC=1C(N(C(=CC1[C@@H]1[C@H](C1)C(=O)OC)C)C1=CC(=NC=C1C)C1=C(C(=CC=C1)NC(=O)C1(CC1)C)F)=O methyl (1S,2S)-2-(3-chloro-2'-(2-fluoro-3-(1-methylcyclopropane-1-carboxamido)phenyl)-5',6-dimethyl-2-oxo-2H-[1,4'-bipyridin]-4-yl)cyclopropane-1-carboxylate